C(=O)C1CCN(CC1)C(=O)OCCCC butyl 4-formylpiperidine-1-carboxylate